CN(C(CNC=1C2=C(N=C(N1)C1=CC=NC=C1)C=NC=C2)(C)C)C N2,N2,2-trimethyl-N1-(2-(pyridin-4-yl)pyrido[3,4-d]pyrimidin-4-yl)propane-1,2-diamine